ethyl (S)-3-(3-(1-(2-fluorobenzyl)-1H-1,2,4-triazol-3-carboxamido)-5-methyl-4-oxo-2,3,4,5-tetrahydrobenzo[b][1,4]oxazepin-7-yl)propanoate FC1=C(CN2N=C(N=C2)C(=O)N[C@@H]2C(N(C3=C(OC2)C=CC(=C3)CCC(=O)OCC)C)=O)C=CC=C1